C(C(C)C)OC(C=1C(C(=O)OCC(C)C)=C(C=CC1)CCC)=O diisobutyl-3-propylphthalat